C(C)[C@@]1(OCC=2C=NC(=CC21)C(=O)N[C@H]2COC1=C(N(C2=O)C)C=CC=C1)C (1S)-1-ethyl-1-methyl-N-[(3S)-5-methyl-4-oxo-2,3-dihydro-1,5-benzoxazepin-3-yl]-3H-furo[3,4-c]pyridine-6-carboxamide